Methyl (S)-2-(p-tolyloxy)propanoate C1(=CC=C(C=C1)O[C@H](C(=O)OC)C)C